CN1[Si](CC(C1)C)(OC)C N-methyl-2-methyl-2-methoxy-4-methyl-1-aza-2-silacyclopentane